(1R,3S,5R)-2-(2-(3-acetyl-5-(2-methylpyrimidin-5-yl)-1H-indazol-1-yl)acetyl)-N-(6-bromo-3-meth-ylpyridin-2-yl)-5-methyl-2-azabicyclo[3.1.0]hexane-4,4-d2-3-carboxamide C(C)(=O)C1=NN(C2=CC=C(C=C12)C=1C=NC(=NC1)C)CC(=O)N1[C@@H]2C[C@@]2(C([C@H]1C(=O)NC1=NC(=CC=C1C)Br)([2H])[2H])C